dicyclohexyl-[2-(2,6-diisopropyloxyphenyl)phenyl]Palladium (II) C1(CCCCC1)[Pd-](C1=C(C=CC=C1)C1=C(C=CC=C1OC(C)C)OC(C)C)C1CCCCC1